CC1N(C(CCC1C)C1=CC=CC=C1)C(C(=O)OCC(F)(F)F)=O 2,2,2-trifluoroethyl 2-(2,3-dimethyl-6-phenyl-1-piperidyl)-2-oxo-acetate